ClC1=CC2=C(N=N1)C(=C(O2)C(=O)OC)O methyl 3-chloro-7-hydroxy-furo[3,2-c]pyridazine-6-carboxylate